NC1CCN(CC1)CCCOC1=CC(OC2=CC(=CC=C12)C=1C=NC(=CC1)F)=O 4-(3-(4-aminopiperidin-1-yl)propoxy)-7-(6-fluoropyridin-3-yl)-2H-chromen-2-one